6-(4-(2,6-diazaspiro[3.3]heptane-2-carbonyl)phenyl)-7-((5-cyclopropyl-7-methyl-1H-indol-4-yl)methyl)-7-azaspiro[3.5]nonane-2-carbonitrile C1N(CC12CNC2)C(=O)C2=CC=C(C=C2)C2CC1(CC(C1)C#N)CCN2CC2=C1C=CNC1=C(C=C2C2CC2)C